N-[10-(azetidin-1-yl)decanesulfonyl]-4-[(1S,4S,5R)-5-{[5-cyclopropyl-3-(2,6-dichlorophenyl)-1,2-oxazol-4-yl]methoxy}-2-azabicyclo[2.2.1]heptan-2-yl]-3-fluorobenzamide N1(CCC1)CCCCCCCCCCS(=O)(=O)NC(C1=CC(=C(C=C1)N1[C@@H]2C[C@H]([C@H](C1)C2)OCC=2C(=NOC2C2CC2)C2=C(C=CC=C2Cl)Cl)F)=O